N-2-naphthalenesulfonyl-asparagin C1=C(C=CC2=CC=CC=C12)S(=O)(=O)N[C@@H](CC(N)=O)C(=O)O